C(C)(C)NC(OC1CC(CC1)C=1C=C2C(=NC1)N(C(=C2)C(N(C)C)=O)COCC[Si](C)(C)C)=O [3-[2-(dimethylcarbamoyl)-1-(2-trimethylsilylethoxymethyl) pyrrolo[2,3-b]pyridin-5-yl] cyclopentyl] N-isopropylcarbamate